trifluoroethylsilane FC(C[SiH3])(F)F